2-chloro-5-methyl-3-nitropyridine ClC1=NC=C(C=C1[N+](=O)[O-])C